C(CCCCCCC)C1CCCCN1 cis-6-octylpiperidine